monoethyl-potassium adipate C(CCCCC(=O)O)(=O)O.C(C)[K]